(2-methoxyethyl)-(2-thienylmethyl)thiophene-2-sulfonamide COCCC=1C(=C(SC1)S(=O)(=O)N)CC=1SC=CC1